C(C)(=O)C1=CC=C(C=C1)C1=CC=C(C=C1)C 4-acetyl-4'-methylbiphenyl